C(C)(=O)OC[C@H](NC([C@@H](NC(=O)C=1N=C(SC1)C1=CC=C(C=C1)CNC(=O)OCC1CCOCC1)CO[Si](C)(C)C(C)(C)C)=O)C(=O)OC Methyl O-acetyl-N-(O-(tert-butyldimethylsilyl)-N-(2-(4-(((((tetrahydro-2H-pyran-4-yl)methoxy)carbonyl)amino)methyl)phenyl)thiazole-4-carbonyl)-L-seryl)-L-serinate